C(CCCCCC=CC=CC)=O undecane-7,9-diene-1-aldehyde